C(#N)C1=CC=C(OC=2C(=NN(C2)[C@@H]2OCCCC2)CN2CCN(CC2)C(=O)OC(C)(C)C)C=C1 |r| (rac)-tert-Butyl 4-[[4-(4-cyanophenoxy)-1-tetrahydropyran-2-yl-pyrazol-3-yl]methyl]piperazine-1-carboxylate